N-(4-(1-ethyl-3-(pyridin-3-yl)-1H-pyrazol-4-yl)pyrimidin-2-yl)-2,3,4,5-tetrahydrobenzo[f][1,4]oxazepin-8-amine C(C)N1N=C(C(=C1)C1=NC(=NC=C1)NC1=CC2=C(CNCCO2)C=C1)C=1C=NC=CC1